CC1=NC2=CC=C(C=C2C(=C1)C1=CCCN(C1)C(=O)OC(C)(C)C)C(=O)N1CCOCC1 tert-butyl 5-(2-methyl-6-(morpholine-4-carbonyl)quinolin-4-yl)-3,6-dihydropyridine-1(2H)-carboxylate